bis(di-tert-butylphosphinomethyl)pyridine C(C)(C)(C)P(C(C)(C)C)CC=1C(=NC=CC1)CP(C(C)(C)C)C(C)(C)C